ClC1=C(C(=O)N[C@H](C(=O)O)CC2=CC=C(C=C2)N2C(N(C3=C2C(=CC=C3)F)C)=O)C=CC(=C1)F (S)-2-(2-chloro-4-fluorobenzoylamino)-3-(4-(7-fluoro-3-methyl-2-oxo-2,3-dihydro-1H-benzo[d]imidazol-1-yl)phenyl)propionic acid